BrC(CC(=O)OCCCCCCCCCCCCCCCCCCCC)CC eicosyl 3-bromovalerate